6-bromo-2-cyclopropyl-N-(1,1-dimethylsilinan-4-yl)-4H-pyrrolo[3,2-d]thiazole-5-carboxamide BrC1=C(NC2=C1N=C(S2)C2CC2)C(=O)NC2CC[Si](CC2)(C)C